4,4'-bis(4-aminophenoxy)biphenyl-diamine NC1=CC=C(OC2=C(C(=C(C=C2)C2=CC=C(C=C2)OC2=CC=C(C=C2)N)N)N)C=C1